OC[C@H](C[C@H]1C(NCC1)=O)NC([C@H](CC(C)C)NC(OC1CCC(CC1)C(C)C)=O)=O 4-isopropylcyclohexyl ((S)-1-(((S)-1-hydroxy-3-((S)-2-oxopyrrolidin-3-yl)propan-2-yl) amino)-4-methyl-1-oxopentan-2-yl)carbamate